(tert-butyl 4-(3-ethyl-4-oxo-3,4-dihydro-phthalazin-1-yl) benzyl) carbamate C(N)(OC(C1=CC=C(C=C1)C1=NN(C(C2=CC=CC=C12)=O)CC)C(C)(C)C)=O